N-((1S,2R)-2-(6-fluoro-2,3-dimethylphenyl)-1-(5-oxo-4,5-dihydro-1,3,4-oxadiazol-2-yl)propyl)-1,3-dioxoisoindoline-5-sulfonamide FC1=CC=C(C(=C1[C@H]([C@@H](C=1OC(NN1)=O)NS(=O)(=O)C=1C=C2C(NC(C2=CC1)=O)=O)C)C)C